Tetramethyldisilylenecyclopentadienyl-(2-methyl-4-phenyl-1,5,6,7-tetrahydro-s-indacenyl)zirconium(IV) dichloride [Cl-].[Cl-].CC1=C(C(=C(C1[Zr-2](C1C(=CC2=C(C=3CCCC3C=C12)C1=CC=CC=C1)C)(=[SiH2])=[SiH2])C)C)C